1-pentyl-3-vinylimidazolium C(CCCC)N1C=[N+](C=C1)C=C